C12CN(CC(CC1)N2)C=2N=C(C(=C1C(=C(N=CC21)C2=CC(=CC1=CC=C(C(=C21)C#C)F)O)F)C)C(CCN(C)C)C 4-[8-(3,8-diazabicyclo[3.2.1]octan-3-yl)-6-[3-(dimethylamino)-1-methyl-propyl]-4-fluoro-5-methyl-2,7-naphthyridin-3-yl]-5-ethynyl-6-fluoro-naphthalen-2-ol